2-(4-(tert-butyl)-3-chlorophenyl)-3-(2,3-dihydrobenzo[b][1,4]oxathiin-7-yl)-1-oxo-1,2,3,4-tetrahydroisoquinoline-4-carboxylic acid C(C)(C)(C)C1=C(C=C(C=C1)N1C(C2=CC=CC=C2C(C1C=1C=CC2=C(OCCS2)C1)C(=O)O)=O)Cl